ClC1=C(C(=CC=C1)F)N1CN(C2=CC(=C(C=C2C1=O)F)N1N=C(N(C1=O)CC)CO)CCC 3-(2-Chloro-6-fluorophenyl)-7-(4-ethyl-3-(hydroxymethyl)-5-oxo-4,5-dihydro-1H-1,2,4-triazol-1-yl)-6-fluoro-1-propyl-2,3-dihydroquinazolin-4(1H)-one